(S)-(2-methylenetetrahydro-1H-pyrrolizin-7a(5H)-yl)methanol tert-butyl-4-[4-[(3-ethoxy-3-oxo-propyl)amino]phenyl]piperidine-1-carboxylate C(C)(C)(C)C1N(CCC(C1)C1=CC=C(C=C1)NCCC(=O)OCC)C(=O)OC[C@]12CCCN2CC(C1)=C